(1r,2r,3S,6S,7S)-4-[(2S)-2-amino-3,3-dimethylbutyryl]-10-oxo-4-azatricyclo[5.2.1.0{2,6}]dec-8-en-3-carboxylic acid N[C@H](C(=O)N1[C@@H]([C@H]2[C@H]3C=C[C@@H]([C@H]2C1)C3=O)C(=O)O)C(C)(C)C